(rac)-2-(4,5-dichloro-6-oxo-pyridazin-1-yl)-N-[4-methyl-3-[2-(2-pyridyl)ethylsulfamoyl]phenyl]propanamide ClC=1C=NN(C(C1Cl)=O)[C@@H](C(=O)NC1=CC(=C(C=C1)C)S(NCCC1=NC=CC=C1)(=O)=O)C |r|